ClC=1C=C(C=C(C1)Cl)C1=NC=2N(C=C1)N=C(C2C2=NC=1C(=NC=C(C1)C(F)(F)F)N2C)SCC 2-(5-(3,5-dichlorophenyl)-2-(ethylthio)pyrazolo[1,5-a]pyrimidin-3-yl)-3-methyl-6-(trifluoromethyl)-3H-imidazo[4,5-b]pyridine